FC=1C(=C(C=C(C1)C(C)C)[C@H](C(=O)O)N1C[C@@H](CC1)OCCCCCC=1C=CC2=C(NCCN2C)N1)OC (R)-2-(3-fluoro-5-isopropyl-2-methoxyphenyl)-2-((R)-3-((5-(1-methyl-1,2,3,4-tetrahydropyrido[2,3-b]pyrazin-6-yl)pentyl)oxy)pyrrolidin-1-yl)acetic acid